FC=1C(=NC=C(C1I)F)N(S(=O)(=O)CCCF)S(=O)(=O)CCCF N-(3,5-difluoro-4-iodopyridin-2-yl)-3-fluoro-N-((3-fluoropropyl)sulfonyl)propane-1-sulfonamide